N1=C(C=C2N1C=CC=C2)[C@@H]2N(CCC1=C2N=CN1)C(=O)C1=CC=NN1C(F)(F)F (R)-(4-(pyrazolo[1,5-a]pyridin-2-yl)-6,7-dihydro-1H-imidazo[4,5-c]pyridin-5(4H)-yl)(1-(trifluoromethyl)-1H-pyrazol-5-yl)methanone